(S)-2-chloro-8-methyl-7,8-dihydro-5H-pyrano[4,3-b]pyridin-5-one ClC1=CC=C2C(=N1)[C@@H](COC2=O)C